NC=1C=CC=2C(C3=CC=C(C=C3SC2C1)OC)NC(=O)C=1C(NC(=CC1)C(F)F)=O N-(3-amino-6-methoxy-9H-thioxanthen-9-yl)-6-(difluoromethyl)-2-oxo-1,2-dihydropyridine-3-carboxamide